O1C2=C(OCC1)C=C(C=C2)[C@H]([C@@H](CN2CCCC2)NC(=O)C2CN(CC2)C2=CC1=CC=C(C=C1C=C2)F)O N-((1R,2R)-1-(2,3-dihydrobenzo[b][1,4]dioxin-6-yl)-1-hydroxy-3-(pyrrolidin-1-yl)propan-2-yl)-1-(6-fluoronaphthalen-2-yl)pyrrolidine-3-carboxamide